(S)-N1-(4-amino-1H-pyrazolo[4,3-c]pyridin-7-yl)-N2-ethyl-N2-(1-(2-methyl-4-(perfluoroethyl)phenyl)ethyl)oxalamide NC1=NC=C(C2=C1C=NN2)NC(C(=O)N([C@@H](C)C2=C(C=C(C=C2)C(C(F)(F)F)(F)F)C)CC)=O